(S*)-4-methoxy-1-(methyl-d3)-5-(2,2,2-trifluoro-1-methoxyethyl)-1H-indazol-3-amine COC1=C2C(=NN(C2=CC=C1[C@@H](C(F)(F)F)OC)C([2H])([2H])[2H])N |o1:11|